ClC=1C=C(C=CC1)N1C(N(C(C=2C=NC=3C(=CC=CC3C21)OC)=O)C2CCC(CC2)C(=O)O)=O 4-[1-(3-chlorophenyl)-7-methoxy-2,4-dioxo-pyrimido[5,4-c]quinoline-3-yl]cyclohexanecarboxylic acid